1-[3-(4-{7'-[(1R,3R)-3-hydroxycyclohexyl]-6'-oxospiro[cyclopropane-1,5'-pyrrolo[2,3-d]pyrimidin]-2'-ylamino}benzenesulfonyl)phenyl]piperidine-4-carbaldehyde O[C@H]1C[C@@H](CCC1)N1C(C2(C3=C1N=C(N=C3)NC3=CC=C(C=C3)S(=O)(=O)C=3C=C(C=CC3)N3CCC(CC3)C=O)CC2)=O